S1C(=CC=C1)[C@@H]1CN(C2=CC=CC=C2N1)C(C)C (S)-3-(2-thienyl)-1-isopropyl-1,2,3,4-tetrahydroquinoxaline